NC1=C2N=C(N(C2=NC=N1)CCCNS(=O)(=O)C1CC1)SC1=CC2=C(CCO2)C=C1I Cyclopropanesulfonic acid {3-[6-amino-8-(5-iodo-2,3-dihydro-benzofuran-6-ylsulfanyl)-purin-9-yl]-propyl}-amide